C(C)C=1C=CC(=NC1)C(N1C[C@@H](N(C[C@H]1C)C1=CC(N(C=2C=CC(=NC12)C#N)C)=O)C)C1=CC(=CC=C1)F 8-((2s,5r)-4-((5-ethylpyridin-2-yl)(3-fluorophenyl)methyl)-2,5-dimethylpiperazin-1-yl)-5-methyl-6-oxo-5,6-dihydro-1,5-naphthyridine-2-carbonitrile